ClC1=NC=C(C(=N1)Cl)C(=O)N(C)C(C)C 2,4-dichloro-N-isopropyl-N-methylpyrimidine-5-carboxamide